4-propenyl-benzyl iodide C(=CC)C1=CC=C(CI)C=C1